8-((2-Chloro-4-phenoxyphenyl)(hydroxy)methyl)-2,2-dimethyl-1,6-dihydrodipyrrolo[2,3-b:2',3'-d]Pyridin-3(2H)-one ClC1=C(C=CC(=C1)OC1=CC=CC=C1)C(C1=CNC2=NC=C3C(=C21)NC(C3=O)(C)C)O